N-(5-(N-ethylsulfamoyl)naphthalen-1-yl)acetamide C(C)NS(=O)(=O)C1=C2C=CC=C(C2=CC=C1)NC(C)=O